ClC1=NC=C(C(=C1)C1=C(C=NC(=C1)C)C(=O)NC=1SC2=C(N1)CN(C2)C(C2=NC(=CC=C2OC)Cl)=O)OC 2'-chloro-N-(5-(6-chloro-3-methoxypicolinoyl)-5,6-dihydro-4H-pyrrolo[3,4-d]thiazol-2-yl)-5'-methoxy-6-methyl-[4,4'-bipyridine]-3-carboxamide